benzyl 2-hydroxy-4-methylenepiperidine-1-carboxylate OC1N(CCC(C1)=C)C(=O)OCC1=CC=CC=C1